COC(=O)C1(CCC2(C(CC3=C(C=CC=C23)C)C[C@H](CO)C)CC1)NC1=CC(=CC=C1)Cl (1R,4R)-4-(3-Chloroanilino)-2'-[(2R)-3-hydroxy-2-methylpropyl]-4'-methyl-2',3'-dihydrospiro[cyclohexane-1,1'-indene]-4-carboxylic acid methyl ester